COC(=O)C1(CCC2(C(=CC3=CC=CC=C23)C[C@H](CO)C)CC1)NC1=CC(=CC=C1)Cl (1R,4R)-4-(3-Chloroanilino)-2'-[(2R)-3-hydroxy-2-methylpropyl]spiro[cyclohexane-1,1'-indene]-4-carboxylic acid methyl ester